7-({2-Methoxy-4-[(piperazin-1-yl)methyl]phenyl}methyl)-N6-pentyl-7H-purine-2,6-diamine COC1=C(C=CC(=C1)CN1CCNCC1)CN1C=NC2=NC(=NC(=C12)NCCCCC)N